N'-(2-chlorophenyl)-2-fluorobenzene-1,4-diamine ClC1=C(C=CC=C1)NC1=CC(=C(C=C1)N)F